6-chloro-2H-pyrazolo[3,4-b]pyrazine ClC=1C=NC=2C(N1)=NNC2